FC1=C(C=CC=C1)C=1C(=NC2=CC=C(C=C2C1)NC(=O)NCC(CC)O)C=1C=NC=CC1 1-(3-(2-fluorophenyl)-2-(pyridin-3-yl)quinolin-6-yl)-3-(2-hydroxybutyl)urea